3-amino-2-{[4-(trifluoromethyl)phenyl]methyl}propenamide NC=C(C(=O)N)CC1=CC=C(C=C1)C(F)(F)F